8'-Chloro-1'-(cis-4-ethyl-4-methoxycyclohexyl)-4'H,6'H-spiro[1,3-dioxolan-2,5'-[1,2,4]triazolo[4,3-a][1]benzazepin] ClC=1C=CC2=C(CC3(CC=4N2C(=NN4)C4CCC(CC4)(OC)CC)OCCO3)C1